C(N)(=O)C1=C2C(=NN(C2=CC(=C1)N1CCN(CC1)C(=O)OC(C)(C)C)C1OCCCC1)NC=1C=C(C=2N(C1)C=C(N2)C)F tert-butyl 4-[4-carbamoyl-3-[(8-fluoro-2-methyl-imidazo[1,2-a]pyridin-6-yl)amino]-1-tetrahydropyran-2-yl-indazol-6-yl]piperazine-1-carboxylate